C(C1=CC=CC=C1)OC1=C(C(=O)NCC2=CC=C(C(=O)O)C=C2)C=C(C(=C1)OCC1=CC=CC=C1)C(C)C 4-[(2,4-Bis-benzyloxy-5-isopropyl-benzoylamino)-methyl]-benzoic acid